(RS)-3-(Benzylthio)-2-((5-((tert-butyldimethylsilyl)oxy)pentan-2-yl)oxy)-6-methylpyridine C(C1=CC=CC=C1)SC=1C(=NC(=CC1)C)O[C@H](C)CCCO[Si](C)(C)C(C)(C)C |r|